FC1(CC=C(OC=2C=C(C#N)C=C(C2)[N+](=O)[O-])C=C1)F 3-(4,4-Difluorophenoxy)-5-nitrobenzonitrile